Isopropyl ((((2R,3S,4R,5R)-5-(4-aminopyrrolo[2,1-f][1,2,4]triazin-7-yl)-2-azido-5-cyano-3,4-dihydroxytetrahydrofuran-2-yl)methoxy)(phenoxy)phosphoryl)-D-alaninate NC1=NC=NN2C1=CC=C2[C@]2([C@@H]([C@@H]([C@@](O2)(N=[N+]=[N-])COP(=O)(OC2=CC=CC=C2)N[C@H](C)C(=O)OC(C)C)O)O)C#N